ClC=1C(=NC=CC1)/C=C/S(=O)(C1=NC=CC=C1OC)=N (E)-(2-(3-chloropyridin-2-yl)vinyl)(imino)(3-methoxypyridin-2-yl)-λ6-sulfanone